FC1=C(C=CC=C1OC)C1=CCC(C=C1)(C=O)F 2',4-difluoro-3'-methoxy[1,1'-biphenyl]-4-carbaldehyde